FC(S(=O)(=O)OC1=C(C(=CC=C1C=O)C1=NC(=CC=C1NC(C)C=1C=C(C=C2C(C(=C(OC12)C1CC1)C)=O)C)Cl)F)(F)F [3-[6-chloro-3-[1-(2-cyclopropyl-3,6-dimethyl-4-oxo-chromen-8-yl)ethylamino]-2-pyridyl]-2-fluoro-6-formyl-phenyl] trifluoromethanesulfonate